(S)-4-methoxybenzylamine COC1=CC=C(CN)C=C1